ClC=1C=C(C=O)C=CC1OCC 3-chloro-4-ethoxybenzaldehyde